C1=NC=CC2=CC=CC(=C12)C(C(=O)O)C (isoquinolin-8-yl)propanoic acid